methyl 4-((tert-butoxycarbonyl)amino)-5-((tertbutyldimethylsilyl)oxy)-3-oxopentanoate C(C)(C)(C)OC(=O)NC(C(CC(=O)OC)=O)CO[Si](C)(C)C(C)(C)C